FC1=CC2=C(CN(CCC23CC3)C3=CC(=C(C(=C3)C)NC(CC(C)(C)C)=O)C)C=C1 N-(4-(7-fluoro-3,4-dihydrospiro[benzo[c]azepine-5,1'-cyclopropane]-2(1H)-yl)-2,6-Dimethylphenyl)-3,3-dimethylbutanamide